CN1N=C(C(=C1)C=1C=NN2C1C=C(C=C2)C2=CC(=CO2)C(=O)OCC)C ethyl 5-[3-(1,3-dimethylpyrazol-4-yl)pyrazolo[1,5-a]pyridin-5-yl]furan-3-carboxylate